BrC1=CC(=C2N(C1=O)C1(CCN(CC1)C1=NC=NC=C1)NC2=O)Cl 6-bromo-8-chloro-1'-(pyrimidin-4-yl)-2H-spiro[imidazo[1,5-a]pyridine-3,4'-piperidine]-1,5-dione